S(=O)(=O)(O)CCCCNC(=O)N sulfobutyl-urea